C(CCC(CCC)C(=O)O)C(=O)O heptane-1,4-dicarboxylic acid